FC(C(=O)O)(F)F.FC=1C=2N(C=C(C1)NC(=O)N1CCC=3C1=NC=CC3N3CCNC1(COC1)C3)C=C(N2)C N-(8-fluoro-2-methylimidazo[1,2-a]pyridin-6-yl)-4-(2-oxa-5,8-diazaspiro[3.5]nonan-8-yl)-2,3-dihydro-1H-pyrrolo[2,3-b]pyridine-1-carboxamide 2,2,2-trifluoroacetate